O=C1NC(CCC1N1C(C2=CC=CC(=C2C1=O)NCCOCCC(=O)N1CCN(CC1)C1=CC=C(C=C1)NC1=NN2C(C=CC=C2C2=CC=C(C=C2)S(=O)(=O)C)=N1)=O)=O 2-(2,6-dioxo-piperidin-3-yl)-4-{2-[3-(4-{4-[5-(4-methanesulfonyl-phenyl)-[1,2,4]triazolo[1,5-a]pyridin-2-ylamino]-phenyl}-piperazin-1-yl)-3-oxo-propoxy]-ethylamino}-isoindole-1,3-dione